CC1=C(SC(=C1)NC1=NC=C(C(=N1)N1OCC[C@H]1C1=CC=CC=C1)C(F)(F)F)C(=O)O.FC(C(C(C(C(C(C(C(F)(F)F)(F)F)(F)F)(F)F)(F)F)(F)F)(F)F)(S)F Perfluorooctanethiol methyl-(S)-5-((4-(3-phenylisoxazolidin-2-yl)-5-(trifluoromethyl)pyrimidin-2-yl)amino)thiophene-2-carboxylate